FC1=C(C=C(C=C1)O)C1=N[C@H](C=2N(C3=C1C(=C(C=C3)Cl)Cl)C(=NN2)C)C 4-fluoro-3-[(4S)-7,8-dichloro-1,4-dimethyl-4H-[1,2,4]triazolo[4,3-a][1,4]benzodiazepine-6-Yl]phenol